7-methylimidazo[1,2-a]pyridine-8-carbonitrile CC1=C(C=2N(C=C1)C=CN2)C#N